BrC=1C=CC(=NC1)C(=O)N 5-Bromo-2-pyridinecarboxamide